NCCC[Si](O)(O)O 1-(3-aminopropyl)silanetriol